ClC1=NC(=CC(=C1)C1(COC1)CC1=NN=CN1C)SCC 2-chloro-6-(ethylsulfanyl)-4-{3-[(4-methyl-1,2,4-triazol-3-yl)methyl]oxetan-3-yl}pyridine